2,2-difluorohexanoic acid FC(C(=O)O)(CCCC)F